N-((3S,4S)-4-aminotetrahydrofuran-3-yl)-3-(3-(difluoromethoxy)phenyl)-1-(5-fluoropyrimidin-2-yl)-1H-pyrrolo[3,2-b]pyridine-6-carboxamide N[C@H]1[C@@H](COC1)NC(=O)C=1C=C2C(=NC1)C(=CN2C2=NC=C(C=N2)F)C2=CC(=CC=C2)OC(F)F